Methyl 4-bromo-3-((tert-butoxycarbonyl)(methyl)amino)benzoate BrC1=C(C=C(C(=O)OC)C=C1)N(C)C(=O)OC(C)(C)C